C(C)OC(=O)C1N(C(=NC12C(N(C1=CC=CC=C21)C(CC)=O)=O)C2=CC=CC=C2)C2=CC=CC=C2 2'-oxo-1,2-diphenyl-1'-propionyl-1,5-dihydrospiro[imidazole-4,3'-indoline]-5-carboxylic acid ethyl ester